N-(methylsulfonyl)-2-nitrobenzamide CS(=O)(=O)NC(C1=C(C=CC=C1)[N+](=O)[O-])=O